C1(=CC=CC=C1)CCCC1C2C=CC(C1)C2 5-(3'-phenylpropyl)-norbornene